n-hexanethiol CCCCCCS